5-[[2-[(2S,5R)-2-(3-Chloro-4-methyl-phenyl)-5-methyl-1-piperidyl]-2-oxo-acetyl]amino]pyridine-3-carboxamide ClC=1C=C(C=CC1C)[C@H]1N(C[C@@H](CC1)C)C(C(=O)NC=1C=C(C=NC1)C(=O)N)=O